CC(CCC(=O)NCCOCCOCCOCCOCCOCCOC1=CC=CC=C1)(C)SSC 2-{2-[2-(2-{2-[2-(4-methyl-4-methyldisulfanyl-pentanoylamino)-ethoxy-ethoxy]-ethoxy}-ethoxy)-ethoxy]-ethoxy}-benzene